C1(=CCCC2=CC=CC=C12)CN 3,4-dihydro-1-naphthalenemethylamine